Cl.NCCCS(=O)(=O)N 3-aminopropylsulphonamide hydrochloride